CN(C(CC1=CC(=CC2=CN(N=C12)C)NC(=O)C1=CC=C(C2=CN(N=C12)C)N1CCC(CC1)N(C(OC(C)(C)C)=O)CC)=O)C tert-butyl N-[1-[7-[[7-[2-(dimethylamino)-2-oxo-ethyl]-2-methyl-indazol-5-yl]carbamoyl]-2-methyl-indazol-4-yl]-4-piperidyl]-N-ethyl-carbamate